2-(3-(phenylmethyloxy)phenyl)-2-cyclopropylethanol C1(=CC=CC=C1)COC=1C=C(C=CC1)C(CO)C1CC1